L-seryl-O-methyl-N-[(1S)-2-[(2R)-2-methyl-2-oxiranyl]-2-oxo-1-(phenylmethyl)ethyl]-L-serine amide N[C@@H](CO)C(=O)N[C@@H](COC)C(=O)N[C@H](C(=O)[C@@]1(OC1)C)CC1=CC=CC=C1